ETHYL 3-(QUINOLIN-5-YL)-4-(TRIFLUORO-METHYL)ISOTHIAZOLE-5-CARBOXYLATE N1=CC=CC2=C(C=CC=C12)C1=NSC(=C1C(F)(F)F)C(=O)OCC